N1N=CC=2C1=NC=C(C2)OC=2C(=C1C(=NC2)N=C(N1C)NC=1C(N(C=C(C1)C(F)(F)F)C)=O)C#N 6-((1H-pyrazolo[3,4-b]pyridin-5-yl)oxy)-1-methyl-2-((1-methyl-2-oxo-5-(trifluoromethyl)-1,2-dihydropyridin-3-yl)amino)-1H-imidazo[4,5-b]pyridine-7-carbonitrile